mercaptothiadiazole sodium salt [Na].SC=1N=NSC1